FC=1C(=C(C=CC1)NC(=S)C=1C(NCCC1NCC1=C(C=NC=C1)OCC1(OCC1)C)=O)C N-(3-fluoro-2-methylphenyl)-4-{[(3-{[2-methyloxetan-2-yl]methoxy}pyridin-4-yl)methyl]amino}-2-oxo-1,2,5,6-tetrahydropyridine-3-carbothioamide